5-chloro-3-[[3-[rac-(3R,5R)-5-(4-fluorophenyl)tetrahydro-furan-3-yl]-1,2,4-oxadiazol-5-yl]methyl]pyrido[2,3-d]pyrimidin-4-one ClC1=CC=NC=2N=CN(C(C21)=O)CC2=NC(=NO2)[C@@H]2CO[C@H](C2)C2=CC=C(C=C2)F |r|